FC1=CC=C(OCCN2C(=NC3=C2C=CC=C3)C3=NOC(=C3)C3=CC=C(C=C3)OC)C=C1 3-(1-(2-(4-Fluorophenoxy)ethyl)-1H-benzo[d]imidazol-2-yl)-5-(4-methoxyphenyl)isoxazole